(E)-2-(4-fluorobenzylidene)-5-fluoro-2,3-dihydro-1H-inden-1-one FC1=CC=C(\C=C/2\C(C3=CC=C(C=C3C2)F)=O)C=C1